N-[2-(3-methoxyphenyl)ethyl]-1H-imidazole-4-carboxamide COC=1C=C(C=CC1)CCNC(=O)C=1N=CNC1